N-(1,1-dioxido-3,4,5,6-tetrahydro-2H-benzo[g][1,2,6]thiadiazocin-9-yl)-2-(4-fluoro-6-oxopyridazin-1(6H)-yl)propanamide O=S1(NCCCNC2=C1C=C(C=C2)NC(C(C)N2N=CC(=CC2=O)F)=O)=O